C(C)OC1=CC(=NC=C1C#CC1=C(C=CC=C1)NS(=O)(=O)C=1C=CC(=C2C=CC=NC12)OC)C(=O)O 4-ethoxy-5-{2-[2-(5-methoxyquinoline-8-sulfonamido)phenyl]ethynyl}pyridine-2-carboxylic acid